(S)-1-cyano-N-(1-(4-cyanophenyl)-1H-imidazol-4-yl)pyrrolidine-3-carboxamide C(#N)N1C[C@H](CC1)C(=O)NC=1N=CN(C1)C1=CC=C(C=C1)C#N